N1(N=NC=C1)CC=1C(=C(C(=O)O)C=CC1)F 3-((1H-1,2,3-triazol-1-yl)methyl)-2-fluorobenzoic acid